ClC=1C=C(C(=NC1)C)S(=O)(=O)NC=1C=CC=C2C=CC=NC12 5-chloro-2-methyl-N-(quinolin-8-yl)pyridine-3-sulfonamide